(R)-2-(5-((4-(1,2-dihydroxyethyl)piperidin-1-yl)sulfonyl)-2-propoxyphenyl)-5-methyl-4-oxo-7-propyl-4,5-dihydro-3H-pyrrolo[3,2-d]pyrimidine-6-carbaldehyde O[C@@H](CO)C1CCN(CC1)S(=O)(=O)C=1C=CC(=C(C1)C=1NC(C2=C(N1)C(=C(N2C)C=O)CCC)=O)OCCC